(3R)-7-((2S,5R)-4-acryloyl-2,5-dimethylpiperazin-1-yl)-9-chloro-10-(2,4-difluorophenyl)-3-(2-morpholinoethyl)-2H-[1,4]oxazino[2,3,4-ij]quinazolin-5(3H)-one C(C=C)(=O)N1C[C@@H](N(C[C@H]1C)C1=NC(N2C3=C(C(=C(C=C13)Cl)C1=C(C=C(C=C1)F)F)OC[C@H]2CCN2CCOCC2)=O)C